N-(2,4-dimethoxy-benzylidene)-thiazol-2-yl-amine COC1=C(C=NC=2SC=CN2)C=CC(=C1)OC